3'-chloro-5'-phenyl-1,1':2',1''-terphenyl ClC1=C(C(=CC(=C1)C1=CC=CC=C1)C1=CC=CC=C1)C1=CC=CC=C1